C(C)(C)C1=C(C=CC=C1)C=1N(C(=C2CCC3=C(C12)C=CC=C3)C)C3=C(C=CC=C3)O 2-(1-(2-isopropylphenyl)-3-methyl-4,5-dihydro-2H-benzo[e]isoindol-2-yl)phenol